2,2-di[4,4-di-(t-butylperoxy)cyclohexyl]propane C(C)(C)(C)OOC1(CCC(CC1)C(C)(C)C1CCC(CC1)(OOC(C)(C)C)OOC(C)(C)C)OOC(C)(C)C